ClC1=C(C=CC=C1)C(C1=CC=CC=C1)Cl 1-chloro-2-(chlorophenyl-methyl)benzene